CC(=C)C(CCC1CCNCC1)=O 2-methyl-5-(piperidin-4-yl)pent-1-en-3-one